3-(7-bromo-2-chloro-8-fluoro-quinazolin-4-yl)-3,8-diazabicyclo[3.2.1]Octane-8-carboxylic acid tert-butyl ester C(C)(C)(C)OC(=O)N1C2CN(CC1CC2)C2=NC(=NC1=C(C(=CC=C21)Br)F)Cl